S1C(=NC2=C1C=CC=C2)NC(=O)C=2C=NN(C2C)C2=C(C(=CC=C2)Cl)F N-(Benzo[d]thiazol-2-yl)-1-(3-chloro-2-fluorophenyl)-5-methyl-1H-pyrazole-4-carboxamide